6-((1S,4S)-2,5-diazabicyclo[2.2.2]octan-2-yl)-N-(6-(5-fluoro-2-methylphenyl)-5-(trifluoromethyl)pyridin-2-yl)pyridine-2-sulfonamide [C@@H]12N(C[C@@H](NC1)CC2)C2=CC=CC(=N2)S(=O)(=O)NC2=NC(=C(C=C2)C(F)(F)F)C2=C(C=CC(=C2)F)C